2-amino-5-(4-(2-(2-chlorophenyl)acetamido)-2-methylphenyl)-N-isopropylnicotinamide NC1=C(C(=O)NC(C)C)C=C(C=N1)C1=C(C=C(C=C1)NC(CC1=C(C=CC=C1)Cl)=O)C